FC1=C(C(=O)N2[C@H](CN(CC2)C(=O)C2=NN3C(N=CC=C3C3=CC(=C(C=C3)OC)OC)=C2)C)C=C(C=C1)F (S)-(4-(2,5-difluorobenzoyl)-3-methylpiperazin-1-yl)(7-(3,4-dimethoxyphenyl)pyrazolo[1,5-a]pyrimidin-2-yl)methanone